2-fluoro-6-hydroxyphenyl-boric acid FC1=C(C(=CC=C1)O)OB(O)O